COC(=O)C=1C=NC(=CC1)NCC1=CSC2=C1C=CC=C2 6-{[(1-Benzothien-3-yl)methyl]amino}pyridine-3-carboxylic acid methyl ester